1,3-dihydroisobenzofuran-1-carbonitrile C1(OCC2=CC=CC=C12)C#N